ClC=1C=CC2=C(N(C(=N2)NC(CC2(CCC2)O)=O)C2CCC2)C1 N-(6-chloro-1-cyclobutyl-1H-benzo[d]imidazol-2-yl)-2-(1-hydroxycyclobutyl)acetamide